4-((2-hydroxyethyl)sulfonamido)-N-(1-isopropyl-2-oxopyrrolidin-3-yl)-2-(6-azaspiro[2.5]octan-6-yl)benzamide OCCS(=O)(=O)NC1=CC(=C(C(=O)NC2C(N(CC2)C(C)C)=O)C=C1)N1CCC2(CC2)CC1